m-aminophenetole NC=1C=C(C=CC1)OCC